FC(C=1C=C(CC2=NC=CC=C2)C=CC1)(F)F [3-(trifluoromethyl)benzyl]pyridine